6-(2-chloro-5-methoxy-phenyl)-3-(6-fluoro-4-isoquinolyl)-1H-thieno[3,2-d]pyrimidine-2,4-dione ClC1=C(C=C(C=C1)OC)C1=CC=2NC(N(C(C2S1)=O)C1=CN=CC2=CC=C(C=C12)F)=O